(1R,2R,3S,4R)-N-(3,4-dichlorophenyl)-3-(2-methylpyridin-4-yl)-5-oxo-7-oxabicyclo[2.2.1]Heptane-2-carboxamide ClC=1C=C(C=CC1Cl)NC(=O)[C@H]1[C@H]2CC([C@@H]([C@@H]1C1=CC(=NC=C1)C)O2)=O